1-(10-aminodecyl)-5-oxopyrrolidine-3-carboxylic acid NCCCCCCCCCCN1CC(CC1=O)C(=O)O